(2-bromo-3,5-difluorophenyl)methanol BrC1=C(C=C(C=C1F)F)CO